racemic-3-butyl-8-hydroxy-3-methyl-7-(methylthio)-5-phenyl-2,3,4,5-tetrahydro-1,5-benzothiazepine 1,1-dioxide C(CCC)[C@]1(CS(C2=C(N(C1)C1=CC=CC=C1)C=C(C(=C2)O)SC)(=O)=O)C |r|